N-(3-(5-chlorothiophen-2-yl)-4-cyclobutyl-1-methyl-1H-pyrazol-5-yl)-3,3-difluorocyclobutane-1-carboxamide ClC1=CC=C(S1)C1=NN(C(=C1C1CCC1)NC(=O)C1CC(C1)(F)F)C